7-((2-(2,6-dioxopiperidin-3-yl)-6-fluoro-1,3-dioxoisoindolin-4-yl)thio)-N,N-diisopropylheptanamide O=C1NC(CCC1N1C(C2=CC(=CC(=C2C1=O)SCCCCCCC(=O)N(C(C)C)C(C)C)F)=O)=O